C(C1=CC=CC=C1)N1[C@H](C[C@H](CC1)C(=O)OC)C1CC1 |r| (rac)-methyl cis-1-benzyl-2-cyclopropylpiperidine-4-carboxylate